(3-amino-1,2,4-triazin-6-yl)-2-fluoro-N-methylbenzamide NC=1N=NC(=CN1)C=1C(=C(C(=O)NC)C=CC1)F